OC1(CCNCC1)C=1C=C2CN(C(C2=CC1)=O)C1C(NC(CC1)=O)=O 3-(5-(4-hydroxypiperidin-4-yl)-1-oxoisoindolin-2-yl)piperidine-2,6-dione